The molecule is a hydrate that is the monohydrate of the dihydrochloride salt of emetine. It has a role as an antimalarial, an antineoplastic agent, an antiprotozoal drug, an antiviral agent, an autophagy inhibitor, an emetic, a protein synthesis inhibitor and an anticoronaviral agent. It is a hydrate and a hydrochloride. It contains an emetine dihydrochloride. CC[C@H]1CN2CCC3=CC(=C(C=C3[C@@H]2C[C@@H]1C[C@@H]4C5=CC(=C(C=C5CCN4)OC)OC)OC)OC.O.Cl.Cl